The molecule is an aminoimidazole that is 5-amino-1H-imidazole which is substituted at positions 1 and 4 by anilino and cyano groups, respectively. It is an aminoimidazole, a nitrile, a primary amino compound and a secondary amino compound. C1=CC=C(C=C1)NN2C=NC(=C2N)C#N